4-(4-(5-(1H-1,2,3-triazol-4-yl)pyrazin-2-yl)phenyl)-1H-1,2,3-triazole-5-carboxylic acid N1N=NC(=C1)C=1N=CC(=NC1)C1=CC=C(C=C1)C=1N=NNC1C(=O)O